9,9'-(4-(3-(6-phenylpyridin-2-yl)phenyl)pyridine-2,5-diyl)bis(N3,N3,N6,N6-tetraphenyl-9H-carbazole-3,6-diamine) C1(=CC=CC=C1)C1=CC=CC(=N1)C=1C=C(C=CC1)C1=CC(=NC=C1N1C2=CC=C(C=C2C=2C=C(C=CC12)N(C1=CC=CC=C1)C1=CC=CC=C1)N(C1=CC=CC=C1)C1=CC=CC=C1)N1C2=CC=C(C=C2C=2C=C(C=CC12)N(C1=CC=CC=C1)C1=CC=CC=C1)N(C1=CC=CC=C1)C1=CC=CC=C1